((S)-1-(2-Chlorophenyl)ethoxy)-N-((R,E)-4-(methylsulfonyl)but-3-en-2-yl)benzamide ClC1=C(C=CC=C1)[C@H](C)OC1=C(C(=O)N[C@H](C)\C=C\S(=O)(=O)C)C=CC=C1